C(C1=CC=CC=C1)N1CCN(CC1)C(C(CCCOC1=C(C=CC(=C1)C)C)(C)C)=O 1-(4-Benzylpiperazin-1-yl)-5-(2,5-dimethylphenoxy)-2,2-dimethyl-1-pentanone